(S)-N-(2-methyl-5-(2-(2-methylpyrrolidin-1-yl)acetamido)pyridin-3-yl)-2-(pyrazolo[1,5-a]pyrimidin-3-yl)-1H-pyrrolo[2,3-b]pyridine-5-carboxamide CC1=NC=C(C=C1NC(=O)C=1C=C2C(=NC1)NC(=C2)C=2C=NN1C2N=CC=C1)NC(CN1[C@H](CCC1)C)=O